trishydroxypropyl-triazolylamine OCCCN1N(N(C=C1N)CCCO)CCCO